N-[(S)-1-(4-fluoro-3-methoxyphenyl)ethyl]-4-[(S)-5-methyl-1,4-diazepan-1-yl]-8-ethyl-6-methyl-1,7-diaza-3-naphthamide FC1=C(C=C(C=C1)[C@H](C)NC(=O)C=1C=NC2=C(N=C(C=C2C1N1CCN[C@H](CC1)C)C)CC)OC